CC=1C=C(C(C=O)=CC1)[2H] 4-Methylbenzaldehyde-d1